ClC1=CC=C(C=C1)C1C(=C(N=C2N1C(/C(/S2)=C/C2=CC=C(OCC(=O)O)C=C2)=O)C)C(=O)OC (Z)-2-(4-((5-(4-chlorophenyl)-6-(methoxycarbonyl)-7-methyl-3-oxo-5H-thiazolo[3,2-a]pyrimidin-2(3H)-ylidene)methyl)phenoxy)acetic acid